4-(5-amino-6-(2,5-difluorophenyl)pyrimidin-4-yl)-2-methylcyclohexan-1-one NC=1C(=NC=NC1C1=C(C=CC(=C1)F)F)C1CC(C(CC1)=O)C